ClC1=NC=C(C(=N1)Cl)C1=C(N=C(O1)C)C 5-(2,4-dichloropyrimidin-5-yl)-2,4-dimethyl-oxazole